BrC1=CN=C2C(=N1)N=C(S2)N2CCC(CC2)(C)NC(OC(C)(C)C)=O tert-Butyl [1-(5-bromothiazolo[4,5-b]pyrazin-2-yl)-4-methylpiperidin-4-yl]carbamate